5-(Difluoromethyl)pyridin FC(C=1C=CC=NC1)F